CC1=C(OC=2CCC3=CN(N=C3C21)CC2=NC=CC=C2)C(=O)NC[C@H]2OC(CC2)=O 8-methyl-N-{[(2S)-5-oxotetrahydrofuran-2-yl]methyl}-2-(pyridin-2-ylmethyl)-4,5-dihydro-2H-furo[2,3-g]indazole-7-carboxamide